C(C)(C)OC(CCCN(CCCNC(=O)C=1C=C(C=C(C(=O)NCCCN(CCCCCCCCC(=O)OC(CC)CCCCC)CCCCCCCCC(=O)OC(CC)CCCCC)C1)C(=O)NCCCN(CCCCCCCCC(=O)OC(CC)CCCCC)CCCCCCCCC(=O)OC(CC)CCCCC)CCCC(OC(C)C)=O)=O tetra(octan-3-yl) 9,9',9'',9'''-((((5-((3-(bis(4-isopropoxy-4-oxobutyl)amino)propyl)carbamoyl)isophthaloyl)bis(azanediyl))bis(propane-3,1-diyl))bis(azanetriyl))tetranonanoate